FC(C=1C(=C(C=CC1)[C@@H](C)NC=1C2=C(N=C(N1)C)N=C(C(=C2)C(=O)[O-])NN)F)F.[Li+] lithium (R)-4-((1-(3-(difluoromethyl)-2-fluorophenyl) ethyl) amino)-7-hydrazinyl-2-methylpyrido[2,3-d]pyrimidine-6-carboxylate